spiro[2.4]heptane-1-carboxylic acid C1(CC12CCCC2)C(=O)O